(7-(butylamino)-1-(4-(chloromethyl)-2-methoxybenzyl)-3-(trifluoromethyl)-1H-pyrazolo[4,3-d]Pyrimidin-5-yl)carbamic acid methyl ester COC(NC=1N=C(C2=C(N1)C(=NN2CC2=C(C=C(C=C2)CCl)OC)C(F)(F)F)NCCCC)=O